3-(2-Chloro-6-methyl-4-pyridyl)-2-(3-cyanophenyl)-N-[trans-(3S,4S)-4-hydroxypyrrolidin-3-yl]pyrazolo[1,5-a]pyrimidine-5-carboxamide ClC1=NC(=CC(=C1)C=1C(=NN2C1N=C(C=C2)C(=O)N[C@H]2CNC[C@@H]2O)C2=CC(=CC=C2)C#N)C